2-(9H-carbazol-2-yl)-N-(3,4-dichlorobenzyl)acetamide C1=C(C=CC=2C3=CC=CC=C3NC12)CC(=O)NCC1=CC(=C(C=C1)Cl)Cl